BrC=1C(=C2C(=NC1)NC(=N2)C2=CC=C(C=C2)N2CC(N(CC2)C)=O)NC2CCN(CC2)C 4-(4-{6-Bromo-7-[(1-methylpiperidin-4-yl)amino]-3H-imidazo[4,5-b]pyridin-2-yl}phenyl)-1-methylpiperazin-2-one